FC1=C(C(=CC=2NC(=NC21)OC=2C=CC(=C(C(=O)OC)C2)C)F)C2=CC=C(C=C2)C2=CC=C(C=C2)C2CN(CCC2)CCOC methyl 5-((4,6-difluoro-5-(4'-(1-(2-methoxyethyl)piperidin-3-yl)-[1,1'-biphenyl]-4-yl)-1H-benzo[d]imidazol-2-yl)oxy)-2-methylbenzoate